[O-2].O[Ga+2] hydroxygallium oxide